Cl.N1CCC(CC1)=C(C#N)C1=CC=C(C=C1)OC(F)(F)F 2-(piperidin-4-ylidene)-2-[4-(trifluoromethoxy)phenyl]acetonitrile hydrochloride